5-(2-pyridyl)-1H-imidazol N1=C(C=CC=C1)C1=CN=CN1